C1(CC1)N(C(=O)C1=C(N(C(C(=C1OC1=C(C(=CC=C1)NS(NC)(=O)=O)C)C)=O)C)NC1=C(C=C(C=C1)I)F)C N-cyclopropyl-2-((2-fluoro-4-iodophenyl)amino)-N,1,5-trimethyl-4-(2-methyl-3-((N-methylsulfamoyl)amino)phenoxy)-6-oxo-1,6-dihydropyridine-3-carboxamide